2-chloro-3-((4-(trifluoromethyl)phenyl)thio)pyrazine ClC1=NC=CN=C1SC1=CC=C(C=C1)C(F)(F)F